C(C)(C)(C)OC(N(C)[C@H](C(=O)NCCCOC1=CC(=CC=C1)NC1=NC(=C(N=C1C(N)=O)CC)C1CC1)C)=O.C1=C(C=CC2=CC=CC=C12)C=1C2=CC=CC=C2C(=C2C=CC=CC12)C1=CC2=CC=CC=C2C=C1 9,10-di(2-naphthyl)anthracene (S)-tert-butyl-(1-((3-(3-((3-carbamoyl-6-cyclopropyl-5-ethylpyrazin-2-yl)amino)phenoxy)propyl)amino)-1-oxopropan-2-yl)(methyl)carbamate